CN(CCC(=O)N[C@H](C(=O)N[C@@H](C)C1=NC2=C(N1)C=CC=C2F)CC(=O)N2[C@H](CCCC2)CC)C (2S)-2-[3-(dimethylamino)propanoylamino]-4-[(2S)-2-ethyl-1-piperidyl]-N-[(1S)-1-(4-fluoro-1H-benzimidazol-2-yl)ethyl]-4-oxo-butanamide